BrC=1C=C(C=C(C1)OC(F)(F)F)NC(=O)NC1=C(C=CC=C1)CO 1-(3-Bromo-5-trifluoromethoxyphenyl)-3-(2-hydroxymethylphenyl)urea